(E)-3,7-dimethyloct-2,6-dienenitrile C\C(=C/C#N)\CCC=C(C)C